BrC=1C=CC(=C(OCCN2C3CC(CC2CC3)C(=O)O)C1)C=1OC3=C(C=CC=C3C(C1)=O)Cl 8-[2-[5-bromo-2-(8-chloro-4-oxo-chromen-2-yl)phenoxy]ethyl]-8-azabicyclo[3.2.1]octane-3-carboxylic acid